(R)-N-(2-(difluoromethoxy)-1-(3-(difluoromethoxy)phenyl)ethyl)-3-oxo-3-(1-(trifluoromethyl)cyclopropyl)propanamide FC(OC[C@@H](C1=CC(=CC=C1)OC(F)F)NC(CC(C1(CC1)C(F)(F)F)=O)=O)F